N-(6-(3-fluoro-2-(hydroxymethyl)-5-methylphenyl)imidazo[1,2-a]pyridin-2-yl)cyclopropanecarboxamide FC=1C(=C(C=C(C1)C)C=1C=CC=2N(C1)C=C(N2)NC(=O)C2CC2)CO